methyl benzo[D]isoxazole-3-carboxylate O1N=C(C2=C1C=CC=C2)C(=O)OC